(5-amino-8-bromoquinolin-6-yl)-[7-chloro-6-fluoro-2-(oxan-2-yl)indazol-4-yl]methanone NC1=C2C=CC=NC2=C(C=C1C(=O)C=1C2=CN(N=C2C(=C(C1)F)Cl)C1OCCCC1)Br